ClC=1C=C(C=CC1C)NC(NCC=1C=C2CN(C(C2=CC1)=O)C1C(N(C(CC1)=O)CC1=CC=C(OCC(C(=O)OC(C)(C)C)=C)C=C1)=O)=O tert-butyl 2-((4-((3-(5-((3-(3-chloro-4-methylphenyl)ureido)methyl)-1-oxoisoindolin-2-yl)-2,6-dioxopiperidin-1-yl)methyl)phenoxy)methyl)acrylate